N[C@@H]1C2=CC=CC=C2CC12CCN(CC2)C=2NC(C1=C(N2)NN=C1C(=C)C1=CC(=CC=C1)CN1CCOCC1)=O (S)-6-(1-amino-1,3-dihydro-spiro[inden-2,4'-piperidin]-1'-yl)-3-(1-(3-(morpholinomethyl)phenyl)vinyl)-1H-pyrazolo[3,4-d]pyrimidin-4(5H)-one